3-Amino-4-(7-fluoro-1H-indazol-4-yl)-8-methyl-7-pyridazin-4-yl-1H-1,5-naphthyridin-2-one NC=1C(NC2=C(C(=CN=C2C1C1=C2C=NNC2=C(C=C1)F)C1=CN=NC=C1)C)=O